CN1N=CC2=CC=C(C(=C12)C)CC1CC2(CN(C2)CCCC=2C=NNC(C2)=O)C1 4-[3-[6-[(1,7-dimethylindazol-6-yl)methyl]-2-azaspiro[3.3]heptan-2-yl]propyl]-1H-pyridazin-6-one